6-(4-(Trifluoromethyl)phenyl)quinolin FC(C1=CC=C(C=C1)C=1C=C2C=CC=NC2=CC1)(F)F